5-ethynyl-6-fluoro-4-(8-fluoro-2-(((2R,7aS)-2-fluorotetrahydro-1H-pyrrolizin-7a(5H)-yl)methoxy)-4-(1,8-diazaspiro[4.5]decan-8-yl)quinazolin-7-yl)naphthalen-2-ol C(#C)C1=C2C(=CC(=CC2=CC=C1F)O)C1=CC=C2C(=NC(=NC2=C1F)OC[C@]12CCCN2C[C@@H](C1)F)N1CCC2(CCCN2)CC1